6-{5-[(1S)-1-aminoethyl]-1H-1,2,4-triazol-1-yl}pyrimidine-4-carboxamide hydrochloride Cl.N[C@@H](C)C1=NC=NN1C1=CC(=NC=N1)C(=O)N